C(C)(=O)O.CCCCCCC\C=C/CCC Cis-8-dodecene acetate